NC1C2=CC=CC=C2CC12CCN(CC2)C2=CC1=C(OC(O[C@H]1C(=C)C1=NNCC1)(F)F)C=C2 (S)-6-(1-amino-1,3-dihydrospiro[indene-2,4'-piperidine]-1'-yl)-3-(1-(2,2-difluorobenzo[d][1,3]dioxin-4-yl)vinyl)-1,5-dihydro-4H-pyrazole